C(C)(=O)NC1C(OC(C(C1OC(C)=O)OC(C)=O)COC(C)=O)CCCC(C(=O)O)=O 5-[3-acetamido-4,5-diacetoxy-6-(acetoxymethyl)tetrahydropyran-2-yl]Oxopentanoic acid